1,6,14-trioxo-2,5,7,13-tetraazahexadecane-1,4,8-tricarboxylic acid O=C(NCC(NC(NC(CCCCNC(CC)=O)C(=O)O)=O)C(=O)O)C(=O)O